1-Ethyl-1-propylpyrrolidinium acetat C(C)(=O)[O-].C(C)[N+]1(CCCC1)CCC